tert-butyl-N-[2-(2-methylpyrazol-3-yl)oxyethyl]carbamate C(C)(C)(C)OC(NCCOC=1N(N=CC1)C)=O